C(C)(C)N1S(N=C2C(=C1)C=CC=C2)=O 3-isopropyl-2,1,3-benzothiadiazinone